tert-butyl N-[1-[1-(2,6-dioxo-3-piperidyl) indolin-4-yl]azetidin-3-yl]-N-methyl-carbamate O=C1NC(CCC1N1CCC2=C(C=CC=C12)N1CC(C1)N(C(OC(C)(C)C)=O)C)=O